CC(C)(C)OC(=O)N1CCC1 Azetidine-1-carboxylic acid-1,1-dimethylethyl ester